ClC[C@H](O)C1=C(C(=CC=C1)F)F (R)-2-chloro-1-(2,3-difluorophenyl)ethan-1-ol